C(C1=CC=CC=C1)(C1=CC=CC=C1)(C1=CC=CC=C1)OCC#C propargyl trityl ether